methyl 6-(3-methoxypropoxy)-5-methylpyridazine-3-carboxylate COCCCOC1=C(C=C(N=N1)C(=O)OC)C